((2R,3R)-3-(cyclohexylmethoxy)-1-oxo-1-(piperidin-1-yl)butan-2-yl)-2-((S)-2,2-dimethylcyclopropanecarbonyl)-2,6-diazaspiro[3.4]octane-8-carboxamide C1(CCCCC1)CO[C@@H]([C@H](C(N1CCCCC1)=O)C1N(CC12CNCC2C(=O)N)C(=O)[C@@H]2C(C2)(C)C)C